FC=1C(=NC(=NC1)NC1=CC=C(C=N1)C1CCN(CC1)C(=O)OC(C)(C)C)C=1C=C2C(=CC(=NC2=C(C1)F)C)[C@@H](C)O |r| (±)-Tert-butyl 4-(6-((5-fluoro-4-(8-fluoro-4-(1-hydroxyethyl)-2-methylquinolin-6-yl)pyrimidin-2-yl)amino)pyridin-3-yl)piperidine-1-carboxylate